N1(N=CC=C1)CCNC(=O)C1=NOC(=C1)C=1SC(=CC1)Cl N-(2-(1H-pyrazol-1-yl)ethyl)-5-(5-chlorothien-2-yl)isoxazole-3-carboxamide